N-(1-Adamantylmethylsulfonyl)-6-[4-[5-[2-(5-hydroxypyridin-3-yl)ethynyl]pyridine-3-carbonyl]piperazin-1-yl]pyridazine-3-carboxamide C12(CC3CC(CC(C1)C3)C2)CS(=O)(=O)NC(=O)C=2N=NC(=CC2)N2CCN(CC2)C(=O)C=2C=NC=C(C2)C#CC=2C=NC=C(C2)O